C(C)(=O)C1=CC=C2CCN(C(C2=C1O)C)C(=O)OC(C)(C)C tert-butyl 7-acetyl-8-hydroxy-1-methyl-3,4-dihydroisoquinoline-2(1H)-carboxylate